C(C)(=O)N1CC(C1)[C@H]1C(N(CC(N1CC1=CC=C(C=C1)C(F)(F)F)=O)C1=NC=C(C=C1F)Cl)=O (S)-3-(1-acetylazetidin-3-yl)-1-(5-chloro-3-fluoropyridin-2-yl)-4-(4-(trifluoromethyl)benzyl)piperazine-2,5-dione